BrC1=C(C(=CC(=C1)C(C(F)(F)F)(C(F)(F)F)F)C(F)(F)F)NC(C1=C(C(=CC=C1)N(C(C1=CC=CC=C1)=O)CC1CC1)F)=O N-[2-bromo-4-(1,1,1,2,3,3,3-heptafluoroprop-2-yl)-6-(trifluoromethyl)phenyl]-3-[N-(cyclopropylmethyl)benzamido]-2-fluorobenzamide